1-(2-(aminomethyl)-6-cyclopropylimidazo[1,2-a]pyridin-8-yl)-3-methylimidazolidin-2-one NCC=1N=C2N(C=C(C=C2N2C(N(CC2)C)=O)C2CC2)C1